FC=1C=C2C(=CC=NC2=CC1)[C@H]1CC[C@H](CC1)[C@@H](C)NC1=NC2=C(N1)C=C(C=C2)OC N-((R)-1-((cis)-4-(6-fluoroquinolin-4-yl)cyclohexyl)ethyl)-6-methoxy-1H-benzo[d]imidazol-2-amine